((S)-1-(4-{7-Cyclopropyl-5-[(1R)-1-methyl-1,2,3,4-tetrahydroisoquinoline-2-carbonyl]pyrazolo[1,5-a]pyrimidin-2-yl}-3-fluorophenyl)pyrrolidin-3-yl)-2-methylpropanoic acid C1(CC1)C1=CC(=NC=2N1N=C(C2)C2=C(C=C(C=C2)N2C[C@@H](CC2)C(C(=O)O)(C)C)F)C(=O)N2[C@@H](C1=CC=CC=C1CC2)C